2,5-bis(perfluorobutyl)-terphenyl-p-dicarboxaldehyde FC(C(C(C(F)(F)F)(F)F)(F)F)(C1C(C=C(C(=C1)C=O)C(C(C(C(F)(F)F)(F)F)(F)F)(F)F)(C=1C(=CC=CC1)C1=CC=CC=C1)C=O)F